NCCNCCNC1=CC(=C(C(=C1)F)N1C(N(C=2N=CC(=CC2C=2C=CC(=CC12)C#N)F)CC)=O)F 10-[4-({2-[(2-aminoethyl)amino]ethyl}amino)-2,6-difluorophenyl]-8-ethyl-4-fluoro-9-oxo-6,8,10-triazatricyclo[9.4.0.02,7]pentadeca-1(11),2(7),3,5,12,14-hexaene-13-carbonitrile